BrC=1C=C(C(=NC1)OC)CCl 5-Bromo-3-(chloromethyl)-2-methoxypyridine